COC1=C(C=C(N=N1)CC=1C(C2=CC=CC=C2C(C1C)=O)=O)C 2-((6-methoxy-5-methylpyridazin-3-yl)methyl)-3-methylnaphthalene-1,4-dione